azolate gold(I) [Au+].N1C(=CC=C1)C(=O)[O-]